tert-amyl peroxide neodecanoate C(CCCCCC(C)(C)C)(=O)O.C(C)(C)(CC)OOC(C)(C)CC